CC1=CC=C(C(=O)OC2=C(C(=CC(=C2)Cl)\C=N/C(CC2=CC=C(C=C2)O)C(CO)=O)OC(C(C)C)=O)C=C1 (Z)-5-chloro-3-((4-hydroxy-1-(4-hydroxy-phenyl)-3-oxobutan-2-ylimino)methyl)-2-(isobutyryloxy)phenyl 4-methylbenzoate